NN1C(=NC(=C1C(=O)N)C1=CC=C(C=C1)C(NC1=NC=CC(=C1)OC)=O)[C@H]1N(CCC1)C(C#C)=O (S)-1-Amino-4-(4-((4-methoxypyridin-2-yl)carbamoyl)phenyl)-2-(1-propioloylpyrrolidin-2-yl)-1H-imidazol-5-carboxamid